3-(5-((((3S,4S)-8-(6-amino-5-((2-aminopyridin-4-yl)thio)pyrazin-2-yl)-3-methyl-2-Oxa-8-azaspiro[4.5]decane-4-yl)amino)methyl)-7-fluoro-1-oxoisoindoline-2-yl)piperidine NC1=C(N=CC(=N1)N1CCC2([C@@H]([C@@H](OC2)C)NCC=2C=C3CN(C(C3=C(C2)F)=O)C2CNCCC2)CC1)SC1=CC(=NC=C1)N